4-(o-tolyl)thiazol C1(=C(C=CC=C1)C=1N=CSC1)C